ClC1=C(SC(=C1)N)N1N=CC=N1 2-(3-chloro-5-aminothiophene-2-yl)-2H-1,2,3-triazole